(15Z)-N,N-dimethylheptacosan-15-en-10-amine CN(C(CCCCCCCCC)CCCC\C=C/CCCCCCCCCCC)C